C(C)(C)(C)OOC1(CCC(CC1)C)OOC(C)(C)C di(t-butylperoxy)-2-methylcyclohexane